1-((S)-2-(8-((S)-2,2-dimethyl-3-((methylsulfonyl)methyl)azetidin-1-yl)-3-((2-(4-hydroxy-4-methylpiperidin-1-yl)pyrimidin-4-yl)amino)isoquinolin-5-yl)piperidin-1-yl)prop-2-en-1-one CC1(N(C[C@@H]1CS(=O)(=O)C)C=1C=CC(=C2C=C(N=CC12)NC1=NC(=NC=C1)N1CCC(CC1)(C)O)[C@H]1N(CCCC1)C(C=C)=O)C